2'-acetyl-5'-cyclopropyl-4-[(3,5-difluoropyridin-2-yl)methoxy]-6-methyl-[1,4'-bipyridin]-2-one C(C)(=O)C1=NC=C(C(=C1)N1C(C=C(C=C1C)OCC1=NC=C(C=C1F)F)=O)C1CC1